ClC1=C(OC2=NN(C(=C2)C)C(=O)N)C(=CC(=C1)C(F)(F)F)Cl 3-(2,6-dichloro-4-trifluoromethylphenoxy)-5-methyl-1H-pyrazole-1-carboxamide